S1C(=CC=C1)C=1C=CC=NC1 5-(thiophen-2-yl)pyridin